(R)-2-(2-(6-(2-(5-fluoro-2-methoxyphenyl)pyrrolidin-1-yl)imidazo[1,2-b]pyridazin-3-yl)pyridin-4-yl)ethan-1-ol FC=1C=CC(=C(C1)[C@@H]1N(CCC1)C=1C=CC=2N(N1)C(=CN2)C2=NC=CC(=C2)CCO)OC